N,N-dimethyl-N-ethyl-N-heptyl-ammonium C[N+](CCCCCCC)(CC)C